tert-butyl (1-(2-hydroxy-ethyl)cyclobutyl)carbamate OCCC1(CCC1)NC(OC(C)(C)C)=O